dibromobithiophene BrC=1C(=C(SC1)C=1SC=CC1)Br